CC1CN(CC[C@]12C(N1[C@H](O2)CC[C@H]1C1=CC=CC=C1)=O)C1=CC(=NC=N1)C#N 6-[(4R,5'S,7a'R)-3-methyl-3'-oxo-5'-phenyltetrahydro-1H,3'H-spiro[piperidine-4,2'-pyrrolo[2,1-b][1,3]oxazol]-1-yl]pyrimidine-4-carbonitrile